C1(=CC=CC=C1)C1=NC(=NC(=N1)C1=CC=CC=C1)C=1C(=C(C(=C(C1N1C2=CC=C(C=C2C=2C=C(C=CC12)C)C)N1C2=CC=C(C=C2C=2C=C(C=CC12)C)C)C1=NC(=NC(=C1)C1=CC=CC=C1)C1=CC=CC=C1)N1C2=CC=C(C=C2C=2C=C(C=CC12)C)C)N1C2=CC=C(C=C2C=2C=C(C=CC12)C)C 9,9',9'',9'''-(3-(4,6-diphenyl-1,3,5-triazin-2-yl)-6-(2,6-diphenylpyrimidin-4-yl)benzene-1,2,4,5-tetrayl)tetrakis(3,6-dimethyl-9H-carbazole)